N1(N=NN=C1)C=1C=C(OCC(=O)O)C=CC1 2-[3-(tetrazol-1-yl)phenoxy]acetic acid